Cl.NC(C(=O)N1CCN(CC1)C(=O)NC1=NC(N(C=C1)C=1C=C2CC(CC2=CC1)N[C@@H]1CC[C@H](CC1)N)=O)(C)C 4-(2-amino-2-methylpropionyl)-N-(1-(2-((trans-4-aminocyclohexyl)amino)-2,3-dihydro-1H-inden-5-yl)-2-oxo-1,2-dihydropyrimidin-4-yl)piperazine-1-carboxamide hydrochloride